N,N-dimethyl-5-hydroxy-tryptamine CN(CCC1=CNC2=CC=C(C=C12)O)C